ClC1=C(C(=O)NCC2=CC(=C(C=C2)OC)F)C(=CC=C1N1C=NN=C1)Cl 2,6-dichloro-N-(3-fluoro-4-methoxybenzyl)-3-(4H-1,2,4-triazol-4-yl)benzamide